O1C=NC2=C1C(=CC=C2)C#N benzo[d]oxazol-7-carbonitrile